tert-butyl 3-(2,3-dichloro-6-fluorophenyl)-3-((methylsulfonyl)oxy)azetidine-1-carboxylate ClC1=C(C(=CC=C1Cl)F)C1(CN(C1)C(=O)OC(C)(C)C)OS(=O)(=O)C